C1(=CC=C(C=C1)NC1=CC(C1=O)=O)C 4-(p-toluylamino)cyclobut-3-ene-1,2-dione